3-((3-(methylamino)-1-phenylpropoxy)methyl)-N-(pyrimidin-5-ylmethyl)aniline phenyl-λ3-iodanediyl-diacetate C1(=CC=CC=C1)C(C(=O)O)[IH]CC(=O)O.CNCCC(OCC=1C=C(NCC=2C=NC=NC2)C=CC1)C1=CC=CC=C1